(S)-1-(3-(4-amino-3-((3,5-dimethoxyphenyl)ethynyl)-7-(trifluoromethyl)-1H-pyrazolo[4,3-c]pyridin-1-yl)pyrrolidin-1-yl)prop-2-en-1-one NC1=NC=C(C2=C1C(=NN2[C@@H]2CN(CC2)C(C=C)=O)C#CC2=CC(=CC(=C2)OC)OC)C(F)(F)F